1-bromo-4-fluoro-5-iodo-2-prop-2-yloxy-benzene BrC1=C(C=C(C(=C1)I)F)OC(C)C